BrC1=NC(=CC(=C1)C1CN(CC2COCC(N21)=O)C(=O)OC(C)(C)C)Cl tertbutyl 6-(2-bromo-6-chloropyridin-4-yl)-4-oxohexahydropyrazino[2,1-c][1,4]oxazine-8(1H)-carboxylate